CC1=C(N=C(N1)C=1C=NC2=CC=C(N=C2C1)C=1C(=NNC1)C1=NC(=CC=C1)C)CCN 2-[5-methyl-2-[6-[3-(6-methyl-2-pyridyl)-1H-pyrazol-4-yl]-1,5-naphthyridin-3-yl]-1H-imidazol-4-yl]ethanamine